FC1=C(C(=C(C(=C1)\C=C\C1=CC=CC=C1)F)OC)C(C)C (E)-1,4-difluoro-2-isopropyl-3-methoxy-5-styryl-benzene